C(CCCCCCCCCCCCCCCCCC(=O)NN)C(=O)NN octadecane-1,18-dicarboxylic acid dihydrazide